ClC=1C=C(C=CC1)C(=O)N1CC(/C(/CC1)=C/C#CC1=NC=CC(=C1)OC)(C)C (3-chlorophenyl){(4E)-4-[3-(4-methoxypyridin-2-yl)prop-2-yn-1-ylidene]-3,3-dimethylpiperidin-1-yl}methanone